3-[[4-Chloro-6-(2,6-dimethylphenyl)-5-ethyl-pyrimidin-2-yl]sulfamoyl]benzoic acid ClC1=NC(=NC(=C1CC)C1=C(C=CC=C1C)C)NS(=O)(=O)C=1C=C(C(=O)O)C=CC1